methyl trans-4-[(6-bromopyrrolo[3,2-b]pyridin-1-yl)methyl]cyclohexanecarboxylate BrC=1C=C2C(=NC1)C=CN2C[C@@H]2CC[C@H](CC2)C(=O)OC